ethyl (R)-2-(3-(2-(5-(4-((4-bromo-6,7-difluoro-1H-indol-5-yl)oxy)pyridin-2-yl)-1-methyl-1H-1,2,4-triazol-3-yl)-7-((2-hydroxyethyl)sulfonyl)-6,6-dimethylheptan-2-yl)phenyl)acetate BrC1=C2C=CNC2=C(C(=C1OC1=CC(=NC=C1)C1=NC(=NN1C)[C@](C)(CCCC(CS(=O)(=O)CCO)(C)C)C=1C=C(C=CC1)CC(=O)OCC)F)F